Tert-butyl 3-[1-[[1-(2,6-dioxo-3-piperidyl)-3-methyl-2-oxo-benzimidazol-5-yl] methyl]azetidin-3-yl]oxyazetidine-1-carboxylate O=C1NC(CCC1N1C(N(C2=C1C=CC(=C2)CN2CC(C2)OC2CN(C2)C(=O)OC(C)(C)C)C)=O)=O